ClC1=CC(=C(C=CC=2OC=CN2)C=C1)F 2-(4-chloro-2-fluorostyryl)oxazole